(R)-3-(6-fluoro-7-methyl-1H-benzo[d]imidazol-2-yl)-2-methyl-N-((S)-11-oxo-2,3,10,11-tetrahydro-1H,5H-benzo[d]pyrazolo[1,2-a][1,2]diazepin-10-yl)propionamide FC=1C=CC2=C(NC(=N2)C[C@H](C(=O)N[C@H]2C3=C(CN4N(C2=O)CCC4)C=CC=C3)C)C1C